5-amino-4-(4-((4-((4-((2-methoxy ethyl)carbamoyl)piperidin-1-yl)methyl)benzyl)oxy)-1-oxoisoindolin-2-yl)-5-oxopentanoate NC(C(CCC(=O)[O-])N1C(C2=CC=CC(=C2C1)OCC1=CC=C(C=C1)CN1CCC(CC1)C(NCCOC)=O)=O)=O